Tetramethyldisilylene(3-methyl-cyclopentadienyl)(1,5,6,7-tetrahydro-s-indacenyl)zirconium dichloride [Cl-].[Cl-].C[Zr](C1C=CC2=CC=3CCCC3C=C12)(C1C=C(C=C1)C)(=[SiH2])(=[SiH2])(C)(C)C